C(C1=CC=CC=C1)OC=1C(=C2CC[C@H](CC2=C(C1N1S(NC(C1)=O)(=O)=O)F)N(C(OCC1=CC=CC=C1)=O)CCC(C)C)F benzyl [(2R)-6-(benzyloxy)-5,8-difluoro-7-(1,1,4-trioxo-1λ6,2,5-thiadiazolidin-2-yl)-1,2,3,4-tetrahydronaphthalen-2-yl](3-methylbutyl)carbamate